BrC=1C(=NC=C(C1)C(C)(C)C)NC1=CC(CC(C1)(C)C)=O 3-[(3-bromo-5-tert-butyl-2-pyridyl)amino]-5,5-dimethyl-cyclohex-2-en-1-one